ClC=1N=NC(=CC1C(F)F)Cl 3,6-dichloro-4-(difluoromethyl)pyridazine